CCCCCCC/C=C\CCCCCCCC(=O)O 9Z-Heptadecenoic acid